C(C)OC1=C(C=CC=C1)S(=O)(=O)NC(=O)C=1OC2=C(C1)C(=CC(=C2)N2C(CC2)C(=O)N)F 1-{2-[(2-Ethoxybenzene-1-sulfonyl)carbamoyl]-4-fluoro-1-benzofuran-6-yl}azetidine-2-carboxamide